C1(CC1)N1N=C(C(=C1)OC1=CC(=NC=C1)C1=C2N(N=C1N)CCC2)C2OCCCC2 (4-((1-cyclopropyl-3-(tetrahydro-2H-pyran-2-yl)-1H-pyrazol-4-yl)oxy)pyridin-2-yl)-5,6-dihydro-4H-pyrrolo[1,2-b]pyrazol-2-amine